BrC1=C(C(=CC(=C1)C(C(F)(F)F)(C(F)(F)F)F)C(F)F)NC(C1=C(C(=CC=C1)N(C(=O)C=1C=NC(=CC1)F)OC(=O)C1CC1)F)=O N-(2-bromo-4-(perfluoropropan-2-yl)-6-(difluoromethyl)phenyl)-2-fluoro-3-(((cyclopropanecarbonyl)oxy)(6-fluoropyridine-3-carbonyl)amino)benzamide